F[C@H]1[C@@H](CN(CC1)C=1C=CC(=NC1)NC=1C2=C(C(=NC1)C1=CN=C3N1C=CC=C3)CNC2=O)O 7-((5-((3R,4R)-4-fluoro-3-hydroxy-piperidin-1-yl)pyridin-2-yl)amino)-4-(imidazo[1,2-a]pyridin-3-yl)-2,3-dihydro-1H-pyrrolo[3,4-c]pyridin-1-one